F[C@H](CNC(=O)C=1C=NC=2N(C1NC(C)C)N=C(C2)C2=CC(=NC=C2)OC)C(C)(C)O (R)-N-(2-fluoro-3-hydroxy-3-methylbutyl)-7-(isopropylamino)-2-(2-methoxypyridin-4-yl)pyrazolo[1,5-a]pyrimidine-6-carboxamide